3-acetyl-7-((4-(3-isopropyl-2-methyl-2H-indazol-5-yl)pyrimidin-2-yl)amino)-4-morpholino-2H-benzopyran-2-one C(C)(=O)C=1C(OC2=C(C1N1CCOCC1)C=CC(=C2)NC2=NC=CC(=N2)C2=CC1=C(N(N=C1C=C2)C)C(C)C)=O